2-(Tert-butyl) 8-methyl (s)-6-(thiazole-5-carbonyl)-2,6-diazaspiro[3.4]octane-2,8-dicarboxylate S1C=NC=C1C(=O)N1CC2(CN(C2)C(=O)OC(C)(C)C)[C@@H](C1)C(=O)OC